C(C)C1=C(C(=CC=C1)CC)N1C(=NC(C(=C1O)CC1=CC(=C(C=C1)C1=CC=C(C=C1)F)F)=O)C1=NN(C=C1)C(C)C 4'-{[1-(2,6-diethylphenyl)-6-hydroxy-4-oxo-2-[1-(propan-2-yl)-1H-pyrazol-3-yl]-1,4-dihydropyrimidin-5-yl]methyl}-2',4-difluoro-[1,1'-biphenyl]